C(C)C(CN(CN1N=NC2=C1C=CC(=C2)C)CC(CCCC)CC)CCCC N,N-Bis(2-ethylhexyl)-5-methyl-1H-benzotriazol-1-methylamin